[Si](C1=CC=CC=C1)(C1=CC=CC=C1)(C(C)(C)C)CCCC[C@@H](CO)O (2S)-6-[tert-butyl(diphenyl)silyl]hexane-1,2-diol